(2S)-2-{[(3,4-dihydro-1H-2-benzopyran-6-yl)methyl]amino}-5,5-dimethylhexanoic acid C1OCCC2=C1C=CC(=C2)CN[C@H](C(=O)O)CCC(C)(C)C